FC(OCC1OC1)(C(OC(C(C(F)(F)F)(F)F)(F)F)F)F 2-(3,3,4,6,6,7,7,8,8,8-decafluoro-2,5-dioxaoctyl)oxiran